The molecule is a galactosiduronic acid resulting from the formal condensation of the anomeric hydroxy group of beta-D-galactopyranuronic acid with the phosphate group of ditrans,polycis-dodecaprenyl phosphate. It derives from a ditrans,polycis-dodecaprenyl phosphate. It is a conjugate acid of a ditrans,polycis-dodecaprenyl phosphate-GalA(2-). CC(=CCC/C(=C/CC/C(=C/CC/C(=C\\CC/C(=C\\CC/C(=C\\CC/C(=C\\CC/C(=C\\CC/C(=C\\CC/C(=C\\CC/C(=C\\CC/C(=C\\COP(=O)(O)O[C@H]1[C@@H]([C@H]([C@H]([C@H](O1)C(=O)O)O)O)O)/C)/C)/C)/C)/C)/C)/C)/C)/C)/C)/C)C